3-propylhafnium (IV) CCC[Hf+3]